C(C)SC=1C(=NC=CC1)C1=NN2C(C=C(C3=CC=CC=C23)C(F)(F)F)=N1 2-(3-ethylsulfanyl-2-pyridyl)-5-(trifluoromethyl)-[1,2,4]triazolo[1,5-a]quinoline